[Se-2].[Ag+].[Ag+] silver-selenide